2-(4-chlorophenyl)-1H-benzimidazole ClC1=CC=C(C=C1)C1=NC2=C(N1)C=CC=C2